C1(CC1)N(CC[C@@H](C(=O)O)NC(=O)C=1C=2C=NN(C2C=CC1)CC(C)C)CCCCC1=NC=2NCCCC2C=C1 (S)-4-(cyclopropyl(4-(5,6,7,8-tetrahydro-1,8-naphthyridin-2-yl)butyl)amino)-2-(1-isobutyl-1H-indazole-4-carboxamido)butanoic acid